C(C1=CC=CC=C1)N1CCC(CC1)NC(=O)NC1=CC(=CC=C1)CN1CCOCC1 1-(1-benzylpiperidin-4-yl)-3-(3-(morpholinomethyl)phenyl)urea